1-(8-chloroquinazolin-4-yl)piperidine-3-carboxylic acid ethyl ester C(C)OC(=O)C1CN(CCC1)C1=NC=NC2=C(C=CC=C12)Cl